(R)-3-oxo-3-(3-(2-(pyridin-2-yl)dipyrrolo[2,3-b:2',3'-d]pyridin-1(6H)-yl)piperidin-1-yl)propionitrile O=C(CC#N)N1C[C@@H](CCC1)N1C(=CC=2C1=C1C(=NC2)NC=C1)C1=NC=CC=C1